β-[2-pyridyl]-alanine N1=C(C=CC=C1)C[C@H](N)C(=O)O